2-(3-chloro-4-fluorobenzyl)-6-(2-((1-methyl-1H-pyrazol-5-yl)amino)pyrimidin-4-yl)isoindolin-1-one ClC=1C=C(CN2C(C3=CC(=CC=C3C2)C2=NC(=NC=C2)NC2=CC=NN2C)=O)C=CC1F